tert-butyl ((1s,3r)-3-(2-(1,8-naphthyridin-2-yl)ethyl)cyclobutyl)carbamate N1=C(C=CC2=CC=CN=C12)CCC1CC(C1)NC(OC(C)(C)C)=O